FC1=C(C(=CC(=C1)CN1CCN(CC1)C)O)N1CC(NS1(=O)=O)=O 5-(2-fluoro-6-hydroxy-4-((4-methylpiperazin-1-yl)methyl)phenyl)-1,2,5-thiadiazolidin-3-one 1,1-dioxide